3-((1S,3R)-3-methyl-1-(4-methyl-4H-1,2,4-triazol-3-yl)cyclobutyl)phenyl-6-(((S)-3-methylpiperidin-1-yl)methyl)-4-(trifluoromethyl)isoindolin-1-one CC1CC(C1)(C1=NN=CN1C)C=1C=C(C=CC1)N1C(C2=CC(=CC(=C2C1)C(F)(F)F)CN1C[C@H](CCC1)C)=O